C(C)(C)(C)OC(=O)N1CC=2N(CCC1)N=C(C2F)CO.ClC2=CC=C(C=C2)[B-](C2=CC=C(C=C2)Cl)(C2=CC=C(C=C2)Cl)C2=CC=C(C=C2)Cl.C(CCCCCCCCCCCCC)[NH3+] tetradecyl-ammonium tetra(4-chlorophenyl)borate tert-butyl-3-fluoro-2-(hydroxymethyl)-7,8-dihydro-4H-pyrazolo[1,5-a][1,4]diazepine-5(6H)-carboxylate